C(C#CC)(=O)N[C@]1(CN(CCC1)CC1=CC(=NC=C1)C(=O)NC1=CC=C(C=C1)C1=CC2=C(N=CN=C2N2CCOCC2)N1)C (R)-4-((3-(but-2-ynamido)-3-methylpiperidin-1-yl)methyl)-N-(4-(4-morpholino-7H-pyrrolo[2,3-d]pyrimidin-6-yl)phenyl)picolinamide